CC(C)C1=C2C(=NC=C1)C=C(S2)B(O)O (7-propan-2-yl-thieno[3,2-b]pyridin-2-yl)boronic acid